phenyl 3-((5-bromo-2-hydroxy-3-(trifluoromethoxy)phenyl)sulfonamido)-5-(1-cyanocyclobutyl)-2-hydroxybenzoate BrC=1C=C(C(=C(C1)S(=O)(=O)NC=1C(=C(C(=O)OC2=CC=CC=C2)C=C(C1)C1(CCC1)C#N)O)O)OC(F)(F)F